CCCCCCCCCC\C=C/CCCC cis-11-hexadecen